C1(=CC=CC=C1)C=1OC(=CN1)C(=O)N phenyl-1,3-oxazole-5-carboxamide